2-(2,6-dioxopiperidin-3-yl)-5-fluoro-6-(((R)-pyrrolidin-3-yl)methoxy)isoindolin-1,3-dione hydrochloride Cl.O=C1NC(CCC1N1C(C2=CC(=C(C=C2C1=O)F)OC[C@H]1CNCC1)=O)=O